C1(CCCCC1)COC1=CC=CC(=N1)C1(CCOCC1)C#N 4-[6-(cyclohexylmethoxy)-2-pyridyl]tetrahydropyran-4-carbonitrile